(5S)-9,9-dimethyl-8-oxo-2-[5-(trifluoromethyl)pyridine-3-carbonyl]-2-azaspiro[4.5]dec-6-ene-7-carbonitrile CC1(C(C(=C[C@@]2(CCN(C2)C(=O)C=2C=NC=C(C2)C(F)(F)F)C1)C#N)=O)C